ClCC(=O)C1=CC=C(C=C1)C=C 2-chloro-1-(4-ethenylphenyl)ethan-1-one